FC=1C=CC(=C2C=NNC12)C1=C(C(NC=2C=C(C(=NC12)C#N)C)=O)[N+]1=CC=CC=C1 8-(7-Fluoro-1H-indazol-4-yl)-3-methyl-6-oxo-7-pyridin-1-ium-1-yl-5H-1,5-naphthyridine-2-carbonitrile